NC1=NC(=NC2=C1NC(N(C2)CC2=C(C=CC=C2)CN2CCCC2)=O)OCCCC 8-amino-6-butoxy-3-(2-(pyrrolidin-1-ylmethyl)benzyl)-3,4-dihydropyrimido[5,4-d]pyrimidin-2(1H)-one